N1=CN=C(C2=C1NC=C2)N2CCSC(=C2)C=2C=NN(C2)CC(=O)N2CCNCC2 2-(4-(4-(7H-pyrrolo[2,3-d]pyrimidin-4-yl)-3,4-dihydro-2H-1,4-thiazin-6-yl)-1H-pyrazol-1-yl)-1-(piperazin-1-yl)ethan-1-one